(3-cyanobicyclo[1.1.1]pentan-1-yl)methyl ((2-(2,6-dioxopiperidin-3-yl)-3-oxoisoindolin-5-yl)methyl)carbamate O=C1NC(CCC1N1CC2=CC=C(C=C2C1=O)CNC(OCC12CC(C1)(C2)C#N)=O)=O